2-(10-oxo-10H-9-oxa-10-phosphaphenanthren-10-ylmethyl)succinic acid O=P1(OC2=CC=CC=C2C=2C=CC=CC12)CC(C(=O)O)CC(=O)O